O=C1NC(CCC1N1C(C2=CC=CC(=C2C1)NC(CCCCCCCC#CC1=C2CN(C(C2=CC=C1)=O)C1C(NC(CC1)=O)=O)=O)=O)=O N,10-bis(2-(2,6-Dioxopiperidin-3-yl)-1-oxoisoindolin-4-yl)dec-9-ynamide